(1S,3S)-3-((6-(5-((((benzyloxy)carbonyl)amino)methyl)-1-methyl-1H-1,2,3-triazol-4-yl)-2-methylpyridin-3-yl)oxy)cyclohexane-1-carboxylic acid C(C1=CC=CC=C1)OC(=O)NCC1=C(N=NN1C)C1=CC=C(C(=N1)C)O[C@@H]1C[C@H](CCC1)C(=O)O